CC([C@@H](C(=O)OCC1=CC=CC=C1)N1C(C2(CC1)CNCC2)=O)C benzyl (2S)-3-methyl-2-(1-oxo-2,7-diazaspiro[4.4]nonan-2-yl)butanoate